(S)-3-(4-(4-(1-((R)-4-methylpent-2-yl)-1H-pyrazol-4-yl)pyrazolo[1,5-a]pyrazin-6-yl)-1H-pyrazol-1-yl)propane-1,2-diol CC(C[C@@H](C)N1N=CC(=C1)C=1C=2N(C=C(N1)C=1C=NN(C1)C[C@@H](CO)O)N=CC2)C